pentamethylcyclopentadienyl(1-n-butyl-benz[f]indenyl)hafnium CC1=C(C(=C(C1([Hf]C=1CC=2C=C3C(=CC2C1CCCC)C=CC=C3)C)C)C)C